tert-butyl-(3-iodo-1-tetrahydropyran-2-yl-indazol-4-yl)oxy-dimethyl-silane lead [Pb].C(C)(C)(C)[Si](C)(C)OC1=C2C(=NN(C2=CC=C1)C1OCCCC1)I